S1C(=CC=C1)CN(C(=O)OCOC=1C=CC=C(CNN(C)C)C1)CC=1SC=CC1 5-[bis(thienylmethyl)aminocarbonyloxymethoxy]dimethylaminobenzylamine